ClC=1C(=CC(=NC1)O[C@@H](CO)C1CC1)N1C(C2=C(C=C1)N(N=C2)CC2=C(C=CC=C2)Cl)=O |r| rac-5-(5-Chloro-2-(1-cyclopropyl-2-hydroxyethoxy)pyridin-4-yl)-1-(2-chlorobenzyl)-1,5-dihydro-4H-pyrazolo[4,3-c]pyridin-4-one